ClC=1C=C(C=C2C=C(N=CC12)NC(=O)[C@H]1[C@@H](C1)C#N)C1CNC(O1)=O trans-N-[8-chloro-6-(2-oxooxazolidin-5-yl)-3-isoquinolyl]-2-cyano-cyclopropaneCarboxamide